((perfluorophenoxy)(phenoxy)phosphoryl)-L-alanine 3,3-dimethylbutyl ester CC(CCOC([C@@H](NP(=O)(OC1=CC=CC=C1)OC1=C(C(=C(C(=C1F)F)F)F)F)C)=O)(C)C